CNC1=C(C(N(C2=CC(=CC=C12)C(F)(F)F)C1=CC=CC=C1)=O)[N+](=O)[O-] 4-(methylamino)-3-nitro-1-phenyl-7-(trifluoromethyl)quinolin-2(1H)-one